O1CCC=CC1 3,6-dihydropyran